C1(CCC1)NC=1N=C2N(C(C1C)=O)C=C(C=C2[C@@H](C)NC2=C(C(=O)O)C=CC=C2)C (R)-2-((1-(2-(cyclobutylamino)-3,7-dimethyl-4-oxo-4H-pyrido[1,2-a]pyrimidin-9-yl)ethyl)amino)benzoic acid